ClC1=C(C=CC(=C1)OC1=CC=CC=C1)C(=O)C1=CNC2=NC=CC(=C21)NCCO (2-Chloro-4-phenoxyphenyl)(4-((2-hydroxyethyl)amino)-1H-pyrrolo[2,3-b]pyridin-3-yl)methanone